3-(benzothiazole-2-sulfenyl)propanesulfonic acid sodium salt [Na+].S1C(=NC2=C1C=CC=C2)SCCCS(=O)(=O)[O-]